CC1=NC=CC(=C1NC=1C=C2N=CC=NC2=C(C1)C1=CC=C2C=CN(C2=C1)C)C(=O)N methyl-3-{[8-(1-methyl-1H-indol-6-yl)quinoxalin-6-yl]amino}pyridine-4-carboxamide